BrC1=NC(=CC2=C(C=CC=C12)CCCO[Si](C)(C)C(C)(C)C)Cl bromo-5-(3-((tert-butyldimethylsilyl)oxy)propyl)-3-chloroisoquinoline